C(C)(=O)C1=C(C2=C(N=C(N=C2)NC2=NC=3CC[C@H](CC3C=C2)CO[Si](C)(C)C(C)(C)C)N(C1=O)C1CCCC1)C 6-acetyl-2-[[(6R)-6-[[tert-butyl(dimethyl)silyl]oxymethyl]-5,6,7,8-tetrahydroquinolin-2-yl]amino]-8-cyclopentyl-5-methyl-pyrido[2,3-d]pyrimidin-7-one